C(C)OC(=O)C1=CN(C2=C(C(=C(C=C2C1=O)F)F)OC)C1CC1 1-cyclopropyl-6,7-difluoro-1,4-dihydro-8-methoxy-4-oxo-3-quinolinecarboxylic acid ethyl ester